C(#N)N[S@@](=O)(=NC(NC1=C(C(=C(C=C1C(C)C)C#N)F)C(C)C)=O)C1=CN=C(S1)C(C)(C)O (S)-N-cyano-N'-((4-cyano-3-fluoro-2,6-diisopropylphenyl)carbamoyl)-2-(2-hydroxypropan-2-yl)thiazole-5-sulfonimidamide